4-amino-N-((6-ethoxy-3-pyridazinyl)methyl)-N-((2R)-1-methoxy-2-propanyl)-1,3-dihydrofuro[3,4-c][1,7]naphthyridine-8-carboxamide NC1=NC=2C=NC(=CC2C2=C1COC2)C(=O)N([C@@H](COC)C)CC=2N=NC(=CC2)OCC